OC1=CC=C(C=C1)SCCOCOCCSC1=CC=C(C=C1)O 1,7-bis(4-hydroxyphenylthio)-3,5-dioxaheptane